(R)-tert-Butyl 2-(bromomethyl)morpholine-4-carboxylate BrC[C@H]1CN(CCO1)C(=O)OC(C)(C)C